6-(2,6-Dichloro-4-nitrophenoxy)-4-methyl-2-(trifluoromethyl)quinoline ClC1=C(OC=2C=C3C(=CC(=NC3=CC2)C(F)(F)F)C)C(=CC(=C1)[N+](=O)[O-])Cl